2-((pentan-3-ylamino)methyl)phenol CCC(CC)NCC1=C(C=CC=C1)O